tert-butyl (S)-(1-(1-(1,4-dimethyl-1H-imidazole-5-carboxamido)-3-(p-tolyl)propan-2-yl)-3-(4-methylbenzyl)-1,3-dihydro-2H-benzo[d]imidazol-2-ylidene)carbamate CN1C=NC(=C1C(=O)NC[C@H](CC1=CC=C(C=C1)C)N1C(N(C2=C1C=CC=C2)CC2=CC=C(C=C2)C)=NC(OC(C)(C)C)=O)C